ClC1=CC=C(C=C1)C#CCOC1=C(C=C(C=C1)CCNC(C(C(C)C)NS(=O)(=O)C)=O)OC N-(2-(4-[3-(4-chlorophenyl)prop-2-ynyloxy]-3-methoxyphenyl)ethyl)-2-methanesulfonylamino-3-methylbutanamide